6-(2,4-dimethylphenyl)-5,6,7,8-tetrahydrophthalazin-1(2H)-one CC1=C(C=CC(=C1)C)C1CC=2C=NNC(C2CC1)=O